2-(7-chloro-6-fluoro-1,3,4,5-tetrahydro-2H-pyrido[4,3-b]indol-2-yl)-2-oxoethyl acetate C(C)(=O)OCC(=O)N1CC2=C(NC=3C(=C(C=CC23)Cl)F)CC1